lithium urea NC(=O)N.[Li]